(R)-N-(4-(chlorodifluoromethoxy)phenyl)-6-(3-hydroxypyrrolidin-1-yl)-5-(piperidin-4-ylamino)nicotinamide ClC(OC1=CC=C(C=C1)NC(C1=CN=C(C(=C1)NC1CCNCC1)N1C[C@@H](CC1)O)=O)(F)F